S1C(=NC2=C1C=CC=C2)CN2CCN(CC2)C=2C(=NC=C(C2)C2CC2)C#N 3-[4-(1,3-benzothiazol-2-ylmethyl)piperazin-1-yl]-5-cyclopropyl-pyridine-2-carbonitrile